(2S,5R)-tert-butyl 2-(4-bromophenyl)-5-methyl-4-pivaloylpiperazine-1-carboxylate BrC1=CC=C(C=C1)[C@@H]1N(C[C@H](N(C1)C(C(C)(C)C)=O)C)C(=O)OC(C)(C)C